(±)-6-cyclopropyl-1-(1-methylazepan-4-yl)-1H-pyrazolo[3,4-b]pyrazin C1(CC1)C1=CN=C2C(=N1)N(N=C2)[C@H]2CCN(CCC2)C |r|